Cl.C12CNCC2C1N 3-azabicyclo[3.1.0]Hexane-6-amine hydrochloride